N-(3-dimethylamino-propyl)-N'-ethylcarbodiimide CN(CCCN=C=NCC)C